(S)-N-(2-(2-chloro-3-fluorophenyl)propan-2-yl)-2-(1-methylpyrrolidin-2-yl)acetamide tert-butyl-2-(4-fluorophenyl)-4-isobutyl-5-methylpiperazine-1-carboxylate C(C)(C)(C)OC(=O)N1C(CN(C(C1)C)CC(C)C)C1=CC=C(C=C1)F.ClC1=C(C=CC=C1F)C(C)(C)NC(C[C@H]1N(CCC1)C)=O